(4-(7-Isopropyl-8-(2-methylphenethyl)-2,6-dioxo-1-(prop-2-yn-1-yl)-1,2,6,7-tetrahydro-3H-purin-3-yl)butyl)phosphonic acid C(C)(C)N1C(=NC=2N(C(N(C(C12)=O)CC#C)=O)CCCCP(O)(O)=O)CCC1=C(C=CC=C1)C